C(C)(C)OC(C(CP(=O)(C1=CC=CC=C1)OC(C)C)C)=O 3-(isopropoxyphenylphosphinyl)-2-methyl-propionic acid isopropyl ester